5-(6-chloro-5-propylpyridazin-3-yl)pyrimidine-2,4(1H,3H)-dione ClC1=C(C=C(N=N1)C=1C(NC(NC1)=O)=O)CCC